(4-(2-(methylamino)-2-oxoethyl)-1-phenyl-1H-imidazol-2-yl)-3-(pyridin-4-yl)benzamide CNC(CC=1N=C(N(C1)C1=CC=CC=C1)C1=C(C(=O)N)C=CC=C1C1=CC=NC=C1)=O